C(\C=C\C)(=O)OC1CCCCCC1 (2E)-2-butenoic acid, cycloheptyl ester